5-Bromo-2-(chloromethyl)-3-methylpyridine BrC=1C=C(C(=NC1)CCl)C